O=C1NC(CCC1C1=COC=2C1=NC(=CC2)C#CCNC(OC(C)(C)C)=O)=O tert-butyl (3-(3-(2,6-dioxopiperidin-3-yl)furo[3,2-b]pyridin-5-yl)prop-2-yn-1-yl)carbamate